C1=CC=C2C(=C1)C=CC(=C2C3=C(C=CC4=CC=CC=C43)O)O (R)-binaphthol